BrC=1C=C2C(=NN(C2=CC1)CCO[C@H]1OCCCC1)C(=O)NCC1=CC=C(C=C1)C(NC)=O |r| rac-(R)-5-bromo-N-(4-(methylcarbamoyl)benzyl)-1-(2-((tetrahydro-2H-pyran-2-yl)oxy)ethyl)-1H-indazole-3-carboxamide